triisopropyl-((8-(4,4,5,5-tetramethyl-1,3,2-dioxaborolane-2-yl)naphthalene-1-yl)ethynyl)silane C(C)(C)[Si](C#CC1=CC=CC2=CC=CC(=C12)B1OC(C(O1)(C)C)(C)C)(C(C)C)C(C)C